[N+](=O)([O-])C1=C(C=C(OC2=CC(=CC(=C2)OC2=CC(=C(C=C2)[N+](=O)[O-])C)OC2=CC(=C(C=C2)[N+](=O)[O-])C)C=C1)C 1,3,5-Tris(4-nitro-3-methylphenoxy)benzene